5-(tert-butyl)-N-methoxy-N-methylpicolinamide C(C)(C)(C)C=1C=CC(=NC1)C(=O)N(C)OC